C(C)(C)NC1=NN2C(C=N1)=C(C=C2)C=2C=C1C=CC=NC1=CC2 N-isopropyl-5-(quinolin-6-yl)pyrrolo[2,1-f][1,2,4]triazin-2-amine